hydroxy-1H-imidazole ON1C=NC=C1